C(C)(C)NC=1SC2=C(N1)C=CC(=C2)NC2=NCC(N2)=O 2-((2-(isopropylamino)benzo[d]Thiazol-6-yl)amino)-3,5-dihydro-4H-imidazol-4-one